1,2-Diaminoundecan NCC(CCCCCCCCC)N